C(C)O\C(\CC)=C\1/C(NC2=CC=C(C=C12)C(=O)OCC)=O ethyl (Z)-3-(1-ethoxypropylidene)-2-oxoindoline-5-carboxylate